1-(3,3-Difluorocyclobutyl)-N-(2-fluoro-4-(2-(((1r,4r)-4-((2-fluoroethyl)(methyl)amino)cyclohexyl)amino)-8-isopropyl-7-oxo-7,8-dihydropteridin-6-yl)phenyl)methanesulfonamide FC1(CC(C1)CS(=O)(=O)NC1=C(C=C(C=C1)C1=NC=2C=NC(=NC2N(C1=O)C(C)C)NC1CCC(CC1)N(C)CCF)F)F